ClC(C(C)(C)[Pd-2](P(=O)=O)(C1=CC=C(C=C1)N(C)C)C(C)(C)C)Cl dichloro-di-tert-butyl-(4-dimethylaminophenyl)phosphopalladium (II)